C(C=C)C(N)C(=O)O 2-allyl-glycine